9-(naphthalen-1-yl)-9H-carbazol-4-amine C1(=CC=CC2=CC=CC=C12)N1C2=CC=CC=C2C=2C(=CC=CC12)N